2-(1-cyclopropyl-1H-pyrazol-4-yl)tetrahydro-2H-pyran-4-carboxamide C1(CC1)N1N=CC(=C1)C1OCCC(C1)C(=O)N